(2-fluoro-1-hydroxyethyl-1-d)benzonitrile FCC([2H])(O)C1=C(C#N)C=CC=C1